3-(2,4,6-trimethoxybenzyl)dihydropyrimidine-2,4(1H,3H)-dione COC1=C(CN2C(NCCC2=O)=O)C(=CC(=C1)OC)OC